C[Si](C)(C)N([Si](C)(C)C)[Y] bis(trimethylsilyl)aminoyttrium